5-(5-(difluoromethyl)-1-methyl-1H-pyrazol-3-yl)-2-(1-(o-tolyl)cyclopropyl)oxazole FC(C1=CC(=NN1C)C1=CN=C(O1)C1(CC1)C1=C(C=CC=C1)C)F